BrC=1C(=C(C=C(C1)Cl)N1C[C@](CC1)(C(=O)OC)NC(=O)OC(C)(C)C)CN1C2=NC=NC(=C2N=C1)NC(=O)OC(C)(C)C methyl (R)-1-(3-bromo-2-((6-((tert-butoxycarbonyl)amino)-9H-purin-9-yl)methyl)-5-chlorophenyl)-3-((tert-butoxycarbonyl)amino)pyrrolidine-3-carboxylate